C(C)(C)(C)OC(=O)N1N=CC(=C1)C1=CC(=NC2=C(C(=CC=C12)Cl)Cl)CCC=O 4-(7,8-dichloro-2-(3-oxopropyl)quinolin-4-yl)-1H-pyrazole-1-carboxylic acid tert-butyl ester